(Z)-4-methyl-2,7-dioxo-1-oxa-4,6-diazacyclohexadec-5-ylidenecarbamic acid tert-butyl ester C(C)(C)(C)OC(\N=C\1/N(CC(OCCCCCCCCCC(N1)=O)=O)C)=O